OC1=C(C(=O)O)C(=CC(=C1C)O)C 2,4-dihydroxy-3,6-dimethylbenzoic acid